ClC1=CC=C(C=C1)NC(CC(=O)N1[C@@H](CC(C1)(F)F)C#N)=O (S)-N-(4-chlorophenyl)-3-(2-cyano-4,4-difluoropyrrolidin-1-yl)-3-oxopropanamide